C(C)(C)(C)OC(=O)N1CC(CC1)OCCCCC1=NC2=NC=CC=C2C(=C1)OC 3-(4-(4-methoxy-1,8-naphthyridin-2-yl)butoxy)pyrrolidine-1-carboxylic acid (R)-tert-butyl ester